S(SSS)(=O)[O-].[Na+] sodium tetra-sulfanate